benzoic acid cyclooctane-5-carboxylate C1CCCC(CCC1)C(=O)O.C(C1=CC=CC=C1)(=O)O